IC=1C=NC=CC1CO (3-iodo-4-pyridyl)methanol